C(#C)C1=CC(=C(C=N1)C1=C(C2=C(N=CN=C2N)N1C)C1=CC(=C(C=C1)OC1=NC=CC(=N1)C)F)F 6-(6-ethynyl-4-fluoropyridin-3-yl)-5-(3-fluoro-4-((4-methylpyrimidin-2-yl)oxy)phenyl)-7-methyl-7H-pyrrolo[2,3-d]pyrimidin-4-amine